ClC1=COC(=C1Cl)C1=CC=C(C=C1)F 3,4-dichloro-5-p-fluoro-phenylfuran